C(C)(C)(C)OC(=O)N1CC(C1)N1CC(N(CC1)C)=O 3-(4-methyl-3-oxopiperazin-1-yl)azetidine-1-carboxylic acid tert-butyl ester